[Mn].[Al](Cl)(Cl)Cl.[Si] silicon aluminum chloride manganese